(Z)-3,3-diethyl-1-hydroxytriaz-1-ene-2-oxide Sodium Salt [Na].C(C)N(/[N+](=N/O)/[O-])CC